(S)-N-(2-aminopropoxy)-1-(1-(5-(trifluoromethyl)pyrimidin-2-yl)piperidin-4-yl)methanesulfonamide N[C@H](CONS(=O)(=O)CC1CCN(CC1)C1=NC=C(C=N1)C(F)(F)F)C